4-benzyloxy-1-(2,4-difluorophenyl)-6-(thietan-3-yl)pyrazolo[3,4-d]pyrimidine C(C1=CC=CC=C1)OC1=C2C(=NC(=N1)C1CSC1)N(N=C2)C2=C(C=C(C=C2)F)F